4-((4-(1-(2-chloro-4-formylphenyl)-1H-imidazol-4-yl)-5-(trifluoromethyl)pyrimidin-2-yl)amino)piperidine-1-carboxylic acid tert-butyl ester C(C)(C)(C)OC(=O)N1CCC(CC1)NC1=NC=C(C(=N1)C=1N=CN(C1)C1=C(C=C(C=C1)C=O)Cl)C(F)(F)F